F[C@@H]1CN(C[C@H]1NC1=C2N=CN(C2=NC(=N1)N[C@H]([C@@H](C)O)CC)C)C(=O)OC(C)(C)C |&1:1,5| tert-butyl (3RS,4RS)-3-fluoro-4-((2-(((2R,3S)-2-hydroxypentan-3-yl)amino)-9-methyl-9H-purin-6-yl)amino)pyrrolidine-1-carboxylate